3-(5-(6-bromopyridin-2-yl)-1,3,4-thiadiazol-2-yl)-3-hydroxy-1-methylpyrrolidin-2-one BrC1=CC=CC(=N1)C1=NN=C(S1)C1(C(N(CC1)C)=O)O